1,2,3-trimethyl-cyclopentadiene CC1=C(C(=CC1)C)C